CNS(=O)(=O)C1=C2CCNC2=CC=C1 4-methylaminosulfonylindoline